C(C)(C)OC(CCNC=1N=[N+](C2=C([N+]1[O-])C=CC(=C2)C2=CN(C(C1=CN=CC=C21)=O)C)[O-])=O 3-((3-isopropoxy-3-oxopropyl)amino)-7-(2-methyl-1-oxo-1,2-dihydro-2,7-naphthyridin-4-yl)benzo[e][1,2,4]triazine 1,4-dioxide